C(C)N1CCN(CC1)CCC#N 3-(4-ethylpiperazin-1-yl)propanenitrile